di-tert-butyl ((4-(4-((3-(3,6-difluoropyridin-2-yl)-1-((1r,4r)-4-ethoxycyclohexyl)-1H-pyrazol-4-yl) carbamoyl) thiazol-2-yl)-1H-pyrazol-1-yl) methyl) phosphate P(=O)(OC(C)(C)C)(OC(C)(C)C)OCN1N=CC(=C1)C=1SC=C(N1)C(NC=1C(=NN(C1)C1CCC(CC1)OCC)C1=NC(=CC=C1F)F)=O